2-(6-{5-chloro-2-[(oxacyclohex-4-yl)amino]pyrimidin-4-yl}-1-oxo-2,3-dihydro-1H-isoindol-2-yl)-N-[1-(1,3-dihydro-2-benzofuran-4-yl)-2-hydroxyethyl]acetamide ClC=1C(=NC(=NC1)NC1CCOCC1)C1=CC=C2CN(C(C2=C1)=O)CC(=O)NC(CO)C1=CC=CC=2COCC21